O=C1C2=C(N(C(C3N1CCCC3)OC3OCCCC3)C(=O)[O-])C=CC=C2 12-oxo-6-((tetrahydro-2H-pyran-2-yl)oxy)-6,6a,7,8,9,10-hexahydrobenzo[e]pyrido[1,2-a][1,4]diazepin-5(12H)-carboxylate